FC(/C=C/C(=O)N1CC2(C1)CN(CC2)C2=NC=1CC(CCC1C(=C2C#N)C2=C1C=NNC1=CC=C2C)(C)C)F 2-(2-((2E)-4,4-difluoro-2-butenoyl)-2,6-diazaspiro[3.4]octan-6-yl)-7,7-dimethyl-4-(5-methyl-1H-indazol-4-yl)-5,6,7,8-tetrahydro-3-quinolinecarbonitrile